(R)-1-(4-amino-2-nitrophenyl)-N,N-dimethylpyrrolidin-3-amine NC1=CC(=C(C=C1)N1C[C@@H](CC1)N(C)C)[N+](=O)[O-]